C(C)N1CCC2=CC=CC=C12 N-ethylindoline